C(CCCCCC(C)C)OC(=O)[C@H](O)[C@@H](O)[C@H](O)[C@H](O)CO.O[C@@H]1[C@H](O[C@H]([C@@H]1O)N1C2=NC(=NC(=C2N=C1)NCC1=CC(=CC=C1)C)C=1C=NC=CC1)C(=O)NC (2s,3s,4r,5r)-3,4-dihydroxy-N-methyl-5-(6-((3-methylbenzyl)amino)-2-(pyridin-3-yl)-9H-purin-9-yl)tetrahydrofuran-2-carboxamide isononyl-gluconate